[Si](C)(C)(C(C)(C)C)O[C@H]1C[C@@H](O[C@@H]1CO)N1C(NC(C(=C1)F)=O)=O 1-[(2R,4S,5R)-4-[(tert-butyldimethylsilyl)oxy]-5-(hydroxymethyl)oxolan-2-yl]-5-fluoro-3H-pyrimidine-2,4-dione